C(C)(C)(C)OC(=O)N1C(O[C@@H]([C@H]1C=O)C1=CC=CC=C1)(C)C (4S,5R)-4-formyl-2,2-dimethyl-5-phenyl-oxazolidine-3-carboxylic acid tert-butyl ester